C(C=C)(=O)N1C[C@@H](N(CC1)C=1C2=C(N(C(N1)=O)C1=C(C=CC=C1S(=O)(=O)C)C(C)C)N=C(C(=C2)F)C2=CN=CN2C)C (S)-4-(4-acryloyl-2-methylpiperazin-1-yl)-6-fluoro-1-(2-isopropyl-6-(methylsulfonyl)phenyl)-7-(1-methyl-1H-imidazol-5-yl)pyridino[2,3-d]pyrimidin-2(1H)-one